NC1=C(C(=O)N)C=C(C=N1)OC 2-amino-5-methoxynicotinamide